N1C=CC=2C1=NC=C(C2)NC=2N=CC1=C(N2)N(C(=C1)C(=O)N(C)C)C1CCCC1 2-((1H-pyrrolo[2,3-b]pyridin-5-yl)amino)-7-cyclopentyl-N,N-dimethyl-7H-pyrrolo[2,3-d]pyrimidine-6-carboxamide